O=C1N(CC1)OS(=O)(=O)O oxo-1-(sulfooxy)-azetidin